(3-(((tert-butoxycarbonyl)amino)propyl)(6-((2-octyldecyl)oxy)-6-oxohexyl)amino)octanoate C(C)(C)(C)OC(=O)NCCCC(CCNC(C(=O)[O-])CCCCCC)CCC(=O)OCC(CCCCCCCC)CCCCCCCC